FC1=C(C=CC(=C1)F)C(CC(=O)NC1(CC1)C1=CC(=CC(=C1)OCC(F)(F)F)F)(C)O 3-(2,4-difluorophenyl)-N-(1-(3-fluoro-5-(2,2,2-trifluoroethoxy)phenyl)-cyclopropyl)-3-hydroxybutanamide